CN1C(=NN=C1)C1(CC(C1)C#N)C1=CC(=CC=C1)N1C(C2=CC(=CC(=C2C1)C(F)(F)F)CNC1(CCC1)C)=O 3-(4-methyl-4H-1,2,4-triazol-3-yl)-3-(3-(6-(((1-methylcyclobutyl)amino)methyl)-1-oxo-4-(trifluoromethyl)isoindolin-2-yl)phenyl)cyclobutanecarbonitrile